N[C@@H]1CN(CCC1(F)F)C1=NC2=C(N1CC1=CC=C(C#N)C=C1)C=CC=C2 (R)-4-((2-(3-Amino-4,4-difluoropiperidin-1-yl)-1H-benzo[d]imidazol-1-yl)methyl)benzonitril